O[C@H]1[C@H](CC12CCN(CC2)C(=O)OC(C)(C)C)[C@H]2N1C(C3=CC=CC=C23)=CN=C1 tert-butyl (1S,2R)-1-hydroxy-2-((R)-5H-imidazo[5,1-a]isoindol-5-yl)-7-azaspiro[3.5]nonane-7-carboxylate